propyl o-trifluoromethylbenzoate FC(C1=C(C(=O)OCCC)C=CC=C1)(F)F